FC=1C=C2CN(CC2=CC1)C(CS(=O)(=O)C=1OC=CN1)=O 1-(5-fluoro-1,3-dihydro-2H-isoindol-2-yl)-2-(1,3-oxazol-2-ylsulfonyl)ethanone